CC1=C(C=CC=C1C)N1CCN(CC1)C(CN1N=C(C2=C1CCC2)C(=O)N2CC(CC2)(O)CF)=O 1-(4-(2,3-Dimethylphenyl)piperazin-1-yl)-2-(3-(3-(fluoromethyl)-3-hydroxypyrrolidin-1-carbonyl)-5,6-dihydrocyclopenta[c]pyrazol-1(4H)-yl)ethanon